FC=1C=C(C=CC1F)C1=CN(C2=NC=CC=C21)C=2SC=C(N2)C(=O)O 2-(3-(3,4-difluorophenyl)-1H-pyrrolo[2,3-b]Pyridin-1-yl)thiazole-4-carboxylic acid